7-methyl-3-[(2R,3R)-3-(2,4-difluorophenyl)-3-hydroxy-4-(1,2,4-triazol-1-yl)-2-butyl]1,2,3-benzotriazin-4-one CC1=CC2=C(C(N(N=N2)[C@H](C)[C@@](CN2N=CN=C2)(O)C2=C(C=C(C=C2)F)F)=O)C=C1